(4-fluorophenyl)(4-nitrophenyl)methanol FC1=CC=C(C=C1)C(O)C1=CC=C(C=C1)[N+](=O)[O-]